C(#N)C1=CC(=C(C=C1)NS(=O)(=O)C=1C2=C(NC1)C(N(C2)CCC)=O)F N-(4-cyano-2-fluorophenyl)-6-oxo-5-propyl-1,4-dihydropyrrolo[3,4-b]pyrrole-3-sulfonamide